C1C(CC2=CC=CC=C12)NC1=NC=C(C=N1)C=C N-(2,3-dihydro-1H-indene-2-yl)-5-vinylpyrimidin-2-amine